5-(2,6-Difluorobenzyl)-1H-tetrazole FC1=C(CC2=NN=NN2)C(=CC=C1)F